COC(C1=CC=C(C=C1)CN(C(=O)N1CCOCC1)C1=CC(=C(C=C1)F)Cl)=O.ClC=1C=C(C=CC1F)N(C(=O)N1CCOCC1)CC1=CC=C(C=C1)C(NO)=O N-(3-chloro-4-fluorophenyl)-N-(4-(hydroxycarbamoyl)benzyl)morpholine-4-carboxamide Methyl-4-((N-(3-chloro-4-fluorophenyl)morpholine-4-carboxamido)methyl)benzoate